6,7-dimethyl-4-oxo-1,3,4,5-tetrahydro-pyrrolo[3,4-c]pyridine-2-carboxylic acid tert-butyl ester C(C)(C)(C)OC(=O)N1CC=2C(NC(=C(C2C1)C)C)=O